2-(2-(1H-indazol-6-yl)-5-methylpiperidin-1-yl)-N-(6-amino-5-methylpyridin-3-yl)-2-oxoacetamide N1N=CC2=CC=C(C=C12)C1N(CC(CC1)C)C(C(=O)NC=1C=NC(=C(C1)C)N)=O